ClC1=CC(=C(N)C(=C1)OC(F)(F)F)C 4-chloro-2-methyl-6-(trifluoromethoxy)aniline